2-chloro-N-(2-methyl-1-phenylpropan-2-yl)-5,6,7,8-tetrahydroquinoline-3-carboxamide ClC1=NC=2CCCCC2C=C1C(=O)NC(CC1=CC=CC=C1)(C)C